Cl.C1(CC1)N1C(OC2C1CNC2)=O 3-cyclopropylhexahydro-2H-pyrrolo[3,4-d]oxazol-2-one hydrochloride